[4-[[3-(2,3-difluoro-4-methoxyphenyl)imidazo[1,2-a]pyrazin-8-yl]amino]-2-methylphenyl]-[4-[(2S,4R)-4-hydroxy-4-methylpyrrolidine-2-carbonyl]piperazin-1-yl]methanone FC1=C(C=CC(=C1F)OC)C1=CN=C2N1C=CN=C2NC2=CC(=C(C=C2)C(=O)N2CCN(CC2)C(=O)[C@H]2NC[C@](C2)(C)O)C